(S)-N-(7-(3-Hydroxy-3-methylbut-1-yn-1-yl)-5-methyl-4-oxo-2,3,4,5-tetrahydrobenzo[b][1,4]oxazepin-3-yl)-4-(pyridin-2-ylmethyl)-1H-pyrazol-1-carboxamid OC(C#CC1=CC2=C(OC[C@@H](C(N2C)=O)NC(=O)N2N=CC(=C2)CC2=NC=CC=C2)C=C1)(C)C